C1(CCCCC1)C1=CC=C(C=C1)NC=1C2=C(N=C(N1)N1C[C@H](OCC1)C)N=CC(=C2)CC (R)-N-(4-cyclohexylphenyl)-6-ethyl-2-(2-methylmorpholino)pyrido[2,3-d]pyrimidin-4-amine